[Zn].[Al].[In] indium-aluminum-zinc